OC(CCCCCCCCCCCCCCCCCCCCCCC(=O)O)CCC(CC)O 24,27-Dihydroxynonacosanoic acid